N-(4-(4-amino-1-(3,3-difluorocyclobutyl)-7-oxo-6,7-dihydro-1H-pyrrolo[2,3-d]pyridazin-3-yl)-2-fluorobenzyl)-5-fluoro-2-methoxybenzamide NC=1C2=C(C(NN1)=O)N(C=C2C2=CC(=C(CNC(C1=C(C=CC(=C1)F)OC)=O)C=C2)F)C2CC(C2)(F)F